1-(2-(dimethylamino)ethyl)-5-methoxy-N1-methyl-N4-(4-(1-methyl-1H-indole-3-yl)pyrimidin-2-yl)-2-nitrobenzene-1,4-diamine CN(CCC1(C(C=C(C(=C1)OC)NC1=NC=CC(=N1)C1=CN(C2=CC=CC=C12)C)[N+](=O)[O-])NC)C